2-(2-aminoethyl)-N-[(3-fluoropyridin-2-yl)methyl]-1,3-thiazole-4-carboxamide NCCC=1SC=C(N1)C(=O)NCC1=NC=CC=C1F